[Fe].[Au].[Cr].[Ni] nickel chromium-gold iron